C(C1=CC=CC=C1)OCC1=C(C=C(C=C1)C(F)(F)F)N1C(SCC1=O)=N 3-(2-((benzyloxy)methyl)-5-(trifluoromethyl)phenyl)-2-iminothiazolidin-4-one